(R)-(1-(4-((1-(3,4,5-trimethoxyphenyl)-1H-imidazol-4-yl)amino)-6,7-dihydro-5H-cyclopenta[d]pyrimidin-2-yl)pyrrolidin-2-yl)methanol COC=1C=C(C=C(C1OC)OC)N1C=NC(=C1)NC=1C2=C(N=C(N1)N1[C@H](CCC1)CO)CCC2